ClC=1C=CC(=C(C1)C=1N=CN(C(C1)=O)C(C(=O)O)F)N1N=NC(=C1)Cl (4-(5-chloro-2-(4-chloro-1H-1,2,3-triazol-1-yl)phenyl)-6-oxopyrimidin-1(6H)-yl)-2-fluoroacetic acid